O=[SH+]=O KetoSulfoxonium